C1[C@@H]([C@H]([C@@H](OC1(C(=O)[O-])O)[C@@H]([C@@H](CO)O)O)O)O 3-deoxy-D-glycero-D-galacto-nononate